CC=1C2=C(N(N1)C1CCOCC1)SC(=C2)C(=O)N 3-methyl-1-(tetrahydro-2H-pyran-4-yl)-1H-thieno[2,3-c]pyrazole-5-carboxamide